ONC(/C=C/C1=C(C=CC=C1)N1CCC(CC1)NC(=O)C=1C(=NN(C1)C1=CC=CC=C1)C)=O (E)-N-(1-(2-(3-(hydroxyamino)-3-oxoprop-1-en-1-yl)phenyl)piperidin-4-yl)-3-methyl-1-phenyl-1H-pyrazole-4-carboxamide